6-chloro-3-(ethylthio)pyridine ClC1=CC=C(C=N1)SCC